(2S,4R)-4-(2-((3-methyl-4-(1-methyl-1H-indazol-5-yl)phenyl)amino)-2-oxoethyl)-1-(2-methylbenzofuro[3,2-d]pyrimidin-4-yl)pyrrolidine CC=1C=C(C=CC1C=1C=C2C=NN(C2=CC1)C)NC(C[C@H]1CCN(C1)C=1C2=C(N=C(N1)C)C1=C(O2)C=CC=C1)=O